C(C=C)C1[C@H](N(CC1=O)C(=O)OCC1=CC=CC=C1)C(=O)OC (2S)-1-benzyl 2-methyl 3-allyl-4-oxopyrrolidine-1,2-dicarboxylate